2-(2-(1,1-difluoroethyl)-4-fluorophenyl)-3-(4-(2-(3-(fluoromethyl)azetidine-1-yl)ethoxy)phenoxy)benzothiophene-6-carbaldehyde FC(C)(F)C1=C(C=CC(=C1)F)C=1SC2=C(C1OC1=CC=C(C=C1)OCCN1CC(C1)CF)C=CC(=C2)C=O